COC=1C=C2C=C(C=NC2=CC1)C=1C=C2N(N1)CCC21CCNCC1 2'-(6-methoxyquinolin-3-yl)-5',6'-dihydrospiro[piperidine-4,4'-pyrrolo[1,2-b]pyrazole]